5-amino-6-(5-hydroxy-2-methylphenyl)-2-(tetrahydro-2H-pyran-4-yl)pyrimidine-4-carboxamide NC=1C(=NC(=NC1C1=C(C=CC(=C1)O)C)C1CCOCC1)C(=O)N